1,4-bis{[(3-ethyl-3-oxetanyl)methoxy]methyl}cyclohexane C(C)C1(COC1)COCC1CCC(CC1)COCC1(COC1)CC